C(C)N1C(=NC=2C1=NC(=CN2)N2CC(CCC2)COC2=C(C=CC=C2)C)C(=O)NN 1-ethyl-6-(3-((o-tolyloxy)methyl)piperidin-1-yl)-1H-imidazo[4,5-b]pyrazine-2-carbohydrazide